C1=C(C=C(C(=C1I)OC2=CC(=C(C(=C2)I)OS(=O)(=O)O)I)I)CC(C(=O)O)N The molecule is an iodothyronine having iodo substituents in the 3-, 3'-, 5- and 5'-positions and a sulfate group attached to the phenol function. It derives from a thyroxine. It is a conjugate acid of a thyroxine sulfate(1-).